C(C1=CC=CC=C1)NC(N(C1=NC=C(C=C1)C=1C=NN(C1)C)[C@@H]1CC[C@H](CC1)NC1=NC=C(C(=N1)NCC1OCCCC1)C#N)=O 3-benzyl-1-(trans-4-((5-cyano-4-((tetrahydro-2H-pyran-2-ylmethyl)amino)pyrimidin-2-yl)amino)cyclohexyl)-1-(5-(1-methyl-1H-pyrazol-4-yl)pyridin-2-yl)urea